1,1-dimethoxy-2-methyl-propane COC(C(C)C)OC